ClC=1C=C2C(=C3C1NC(NC31CCCCC1)=O)OC(=N2)CNC2CC(OC(C2)C)C 5-chloro-2-{[(2,6-dimethyloxan-4-yl)amino]methyl}-7,8-dihydro-6H-spiro[[1,3]oxazolo[5,4-f]quinazoline-9,1'-cyclohexan]-7-one